(R)-4-((1-(tert-butoxycarbonyl)pyrrolidin-3-yl)oxy)-3-((phenylmethyl)sulfonamido)benzoic acid C(C)(C)(C)OC(=O)N1C[C@@H](CC1)OC1=C(C=C(C(=O)O)C=C1)NS(=O)(=O)CC1=CC=CC=C1